(S)-2-((1-(2-(bis(4-fluorophenyl)methyl)-2-methylhydrazineyl)-1-oxopropan-2-yl)carbamoyl)-4-methoxypyridin-3-yl isobutyl carbonate C(OC=1C(=NC=CC1OC)C(N[C@H](C(=O)NN(C)C(C1=CC=C(C=C1)F)C1=CC=C(C=C1)F)C)=O)(OCC(C)C)=O